N-[3-[5-[3-(2-aminoethyl)phenyl]sulfonyl-2-(difluoromethoxy)phenyl]-1-methyl-pyrazol-4-yl]pyrazolo[1,5-a]pyrimidine-3-carboxamide NCCC=1C=C(C=CC1)S(=O)(=O)C=1C=CC(=C(C1)C1=NN(C=C1NC(=O)C=1C=NN2C1N=CC=C2)C)OC(F)F